COC=1C=C(C=CC1)OC(CC)=O.OC1=CC=C(C(C(=O)O)O)C=C1 4-hydroxymandelic acid 3-methoxyphenylpropanoate